OC(C(=O)OCCC(C)O)C 3-Hydroxybutyl 2-hydroxypropanoate